ClC1=NC=C(C(=N1)C1=CNC2=CC=CC=C12)Cl 3-(2,5-dichloropyrimidin-4-yl)-1H-indole